6-((1H-Indazol-4-yl)methyl)-4-methyl-2-(4-(methylamino)benzyl)-4,6-dihydro-5H-thiazolo[5',4':4,5]pyrrolo[2,3-d]pyridazin-5-one N1N=CC2=C(C=CC=C12)CN1N=CC2=C(C1=O)N(C1=C2SC(=N1)CC1=CC=C(C=C1)NC)C